(R)-4-(dimethylamino)-N-(4-(3-((4-(2-phenylpyrazolo[1,5-a]pyridin-3-yl)pyrimidin-2-yl)amino)pyrrolidine-1-carbonyl)phenyl)butanamide CN(CCCC(=O)NC1=CC=C(C=C1)C(=O)N1C[C@@H](CC1)NC1=NC=CC(=N1)C=1C(=NN2C1C=CC=C2)C2=CC=CC=C2)C